(3,5-bis(trifluoromethyl) phenyl) borate B(OC1=CC(=CC(=C1)C(F)(F)F)C(F)(F)F)([O-])[O-]